6-(3-amino-6-(4-((1S,5R)-3-cyclopropyl-3-azabicyclo[3.1.0]hexan-1-yl)phenyl)pyrazin-2-yl)-7-fluoro-3,4-dihydroisoquinolin-1(2H)-one NC=1C(=NC(=CN1)C1=CC=C(C=C1)[C@]12CN(C[C@@H]2C1)C1CC1)C=1C=C2CCNC(C2=CC1F)=O